FC=1C(=CC(=NC1)OC)C1=NNC(=C1)C(=O)N1C2(CC2)C[C@H](CC1)C(=O)NCC1=NC=C(C=N1)F (S)-4-(3-(5-fluoro-2-methoxypyridin-4-yl)-1H-pyrazole-5-carbonyl)-N-((5-fluoropyrimidin-2-yl)methyl)-4-azaspiro[2.5]octane-7-carboxamide